2-(6-{1-[(3R)-1-(1,3-dioxolan-2-yl)-4-methylpentan-3-yl]azetidin-3-yl}-1-fluoro-3-methylimidazo[1,5-a]pyridin-8-yl)-N-ethyl-5-fluoro-N-(isopropyl)benzamide O1C(OCC1)CC[C@H](C(C)C)N1CC(C1)C=1C=C(C=2N(C1)C(=NC2F)C)C2=C(C(=O)N(C(C)C)CC)C=C(C=C2)F